1-(3,5-difluorobenzyl)-6-(3-methoxy-5H-pyrrolo[2,3-b]pyrazin-5-yl)-N-methyl-1H-imidazo[4,5-b]pyridin-2-amine FC=1C=C(CN2C(=NC3=NC=C(C=C32)N3C=CC=2C3=NC(=CN2)OC)NC)C=C(C1)F